6-bromo-3-((2,3-dihydrobenzo[b][1,4]dioxin-5-yl)methyl)-2-methoxyquinoline BrC=1C=C2C=C(C(=NC2=CC1)OC)CC1=CC=CC=2OCCOC21